fluoro-3-(4-(4-methyl-4H-1,2,4-triazol-3-yl)piperidin-1-yl)-[2,3'-bipyridine]-4-carbonitrile FC=1C(=C(C(=NC1)C=1C=NC=CC1)N1CCC(CC1)C1=NN=CN1C)C#N